2-(2-{[(2S)-3-(1H-indol-3-yl)-1-[(1-methylpiperidin-4-yl)oxy]-1-oxopropan-2-yl]carbamoyl}-2,3-dihydro-1H-inden-2-yl)acetic acid N1C=C(C2=CC=CC=C12)C[C@@H](C(=O)OC1CCN(CC1)C)NC(=O)C1(CC2=CC=CC=C2C1)CC(=O)O